(R)-1-(6-amino-pyridin-3-yl)piperidin-3-ol NC1=CC=C(C=N1)N1C[C@@H](CCC1)O